NCCNC1=C2C=CC=C(C2=CC=C1)S(=O)(=O)O 5-((2-aminoethyl)-amino)-naphthalene-1-sulfonic acid